6-CHLORO-7'-(HYDROXYMETHYL)-3,4-DIHYDRO-2H,15'H-SPIRO[NAPHTHALENE-1,22'-[20]OXA[13]THIA[1,14]DIAZATETRACYCLO[14.7.2.03,6.019,24]PENTACOSA[16,18,24]TRIEN]-15'-ONE 13',13'-DIOXIDE ClC=1C=C2CCCC3(COC4=CC=C5C(NS(CCCCCC(C6CCC6CN(C3)C4=C5)CO)(=O)=O)=O)C2=CC1